OCC(CCN1C=2N=C(NC(C2N=C1)=O)N)CO 9-(4-hydroxy-3-(hydroxymethyl)but-1-yl)guanine